(4,4-difluorocyclohexyl)-1-((R)-4-methoxyphenylsulfonimidoyl)pyrrolidine-2-carboxamide FC1(CCC(CC1)C1(N(CCC1)[S@](=O)(=N)C1=CC=C(C=C1)OC)C(=O)N)F